ClC=1C(=C(C(=O)ON=C(C2=CC=CC=C2)N)C(=CC1)Cl)OC N'-((3,6-dichloro-2-methoxybenzoyl)oxy)benzamidine